1-(9Z-octadecenoyl)-2-(9Z,12Z,15Z-octadecatrienoyl)-glycero-3-phosphoserine CCCCCCCC/C=C\CCCCCCCC(=O)OC[C@H](COP(=O)(O)OC[C@@H](C(=O)O)N)OC(=O)CCCCCCC/C=C\C/C=C\C/C=C\CC